zirconium (IV) dihydroxide diethoxide [O-]CC.[O-]CC.[OH-].[OH-].[Zr+4]